3-bromo-4-chloro-6-fluoro-2-[4-(4-methyl-1,2,4-triazol-3-yl)piperidin-1-yl]benzonitrile BrC=1C(=C(C#N)C(=CC1Cl)F)N1CCC(CC1)C1=NN=CN1C